1-BOC-4-(4-methylphenyl)piperazine [2,3,5,6-tetrafluoro-4-(methoxymethyl)phenyl]methyl-2,2-dimethyl-3-[(1Z)-3,3,3-trifluoro-1-propen-1-yl]cyclopropanecarboxylate FC1=C(C(=C(C(=C1F)COC)F)F)COC(=O)C1C(C1\C=C/C(F)(F)F)(C)C.C(=O)(OC(C)(C)C)N1CCN(CC1)C1=CC=C(C=C1)C